(-)-17-Allyl-4,5a-epoxy-3,14-dihydroxymorphinan-6-one hydrochloride Cl.C(C=C)N1[C@H]2[C@@]3(CCC([C@H]4[C@@]3(C=3C(=C(C=CC3C2)O)O4)CC1)=O)O